COC(C1=CC(=NC(=C1)C)NC(=O)C1CC1)=O 2-(Cyclopropanecarboxamido)-6-methylisonicotinic acid methyl ester